C(#N)C1(CC1)NS(=O)(=O)C=1C=C(C=2N(C1)C(=NC2[2H])C=2SC(=NN2)C(F)F)N2C[C@H](N(CC2)C(=O)C2(CC2)C)C (R)-N-(1-cyanocyclopropyl)-3-(5-(difluoromethyl)-1,3,4-thiadiazol-2-yl)-8-(3-methyl-4-(1-methylcyclopropane-1-carbonyl)piperazin-1-yl)imidazo[1,5-a]pyridine-6-sulfonamide-1-d